ClC1=CC(=CC(=N1)N1CCN(CC1)S(=O)(=O)C1=CC=C(C=C1)NC(=O)C=1C=C2C(=NC1)CN(C2)C(=O)OC(C)(C)C)C(F)(F)F Tert-butyl 3-[[4-[4-[6-chloro-4-(trifluoromethyl)-2-pyridyl]piperazin-1-yl]sulfonylphenyl]carbamoyl]-5,7-dihydropyrrolo[3,4-b]pyridine-6-carboxylate